CC(C(=O)N)CCC1=C(C(C(=C(C1=O)C)C)=O)C methyl-4-(2,4,5-trimethyl-3,6-dioxocyclohexa-1,4-dienyl)butanamide